C(CCCCCCCCNCCCC)(=O)O 10-aza-tetradecanoic acid